1-Phenethyl-1H-indazole-5-carboxylic acid C(CC1=CC=CC=C1)N1N=CC2=CC(=CC=C12)C(=O)O